FC(OC=1C=C(C=CC1)N1C(C(C2=CC(=CC=C12)C(=O)NC1(CS(C1)(=O)=O)C)(C)F)=O)F 1-(3-(difluoromethoxy)phenyl)-3-fluoro-3-methyl-N-(3-methyl-1,1-dioxidothietan-3-yl)-2-oxoindoline-5-carboxamide